tert-butyl-N-(2-((5-chloro-2-(4-chloro-1H-1,2,3-triazol-1-yl)phenyl)amino)-2-oxoethyl)-N-(2-chloroacetyl)phenylalanine C(C)(C)(C)[C@](N(C(CCl)=O)CC(=O)NC1=C(C=CC(=C1)Cl)N1N=NC(=C1)Cl)(CC1=CC=CC=C1)C(=O)O